C(C)(=O)NC=1SC2=C(N1)C=CC(=C2)C=2C=C(C(=NC2)C)NC(OC2CCCCC2)=O cyclohexyl (5-(2-acetamidobenzo[d]thiazol-6-yl)-2-methylpyridin-3-yl)carbamate